(S)-2-((S)-2-hydroxy-2-phenylacetamido)-4-((2-methoxyethyl)(4-(5,6,7,8-tetrahydro-1,8-naphthyridin-2-yl)butyl)amino)butanoic acid O[C@H](C(=O)N[C@H](C(=O)O)CCN(CCCCC1=NC=2NCCCC2C=C1)CCOC)C1=CC=CC=C1